4-[2-amino-9-[[4-amino-3-(trifluoromethyl)-phenyl]methyl]purin-6-yl]pyridine-2-carbonitrile NC1=NC(=C2N=CN(C2=N1)CC1=CC(=C(C=C1)N)C(F)(F)F)C1=CC(=NC=C1)C#N